2-(2-thienyl)-3-methylthiobenzofuran S1C(=CC=C1)C=1OC2=C(C1SC)C=CC=C2